ethyl 2-[6-bromo-7-methyl-4-(trifluoromethyl)indazol-2-yl]-2-(5,5-dimethyl-6,7-dihydropyrrolo[1,2-c]imidazol-1-yl)acetate BrC=1C=C(C2=CN(N=C2C1C)C(C(=O)OCC)C1=C2N(C=N1)C(CC2)(C)C)C(F)(F)F